2-(dimethylamino)-N-(4-((5-(3-fluoro-4-hydroxyphenyl)-1H-pyrazol-3-yl)amino)-3-methylphenyl)acetamide CN(CC(=O)NC1=CC(=C(C=C1)NC1=NNC(=C1)C1=CC(=C(C=C1)O)F)C)C